[Na].[Na].ClC1=CC=C(C=C1)C(=C1C2=CC=CC=C2N(C=2C=CC=CC12)C)SC1=CC=CC=C1 9-(4-chlorophenyl-thiophenoxymethylene)-10-methyl-9,10-dihydroacridine disodium salt